tert-butyl (6-((4-methyl-5-oxo-2-(1-((2-(trimethylsilyl)ethoxy) methyl)-1H-pyrazole-3-carbonyl)-4H-thiazolo[5',4':4,5]pyrrolo[2,3-d]pyridazin-6(5H)-yl)methyl)pyridin-2-yl)carbamate CN1C2=C(C3=C1C(N(N=C3)CC3=CC=CC(=N3)NC(OC(C)(C)C)=O)=O)SC(=N2)C(=O)C2=NN(C=C2)COCC[Si](C)(C)C